(2S)-1-{2-[(4-chlorophenyl)(phenyl)methoxy]ethyl}-2-(methoxymethyl)pyrrolidine ClC1=CC=C(C=C1)C(OCCN1[C@@H](CCC1)COC)C1=CC=CC=C1